1,2-dicyclobutylethene C1(CCC1)C=CC1CCC1